C(C)(C)(C)OC(=O)NC(CC1=CN=CN1)C(=O)OC 5-(2-((tert-butoxycarbonyl)amino)-3-methoxy-3-oxopropyl)-1H-imidazole